FC(C1=CC=C(C[C@H](N)C(=O)O)C=C1)(F)F 4-(trifluoromethyl)-L-phenylalanine